methyl 2-(((S)-4-(6-((4-(cycloPropanecarbonyl)-2-fluorobenzyl)oxy)pyridin-2-yl)-2-methylpiperazin-1-yl)methyl)-1-(((S)-oxetane-2-yl)methyl)-1H-benzo[d]imidazole-6-carboxylate C1(CC1)C(=O)C1=CC(=C(COC2=CC=CC(=N2)N2C[C@@H](N(CC2)CC2=NC3=C(N2C[C@H]2OCC2)C=C(C=C3)C(=O)OC)C)C=C1)F